C(C1=CC=CC=C1)(C1=CC=CC=C1)[C@@H](C(=O)NC1=CC=C(C=C1)C=1C(=NNC1C(C)O)C)NC(OC(C)(C)C)=O tert-butyl N-[(1S)-1-benzhydryl-2-[4-[5-(1-hydroxyethyl)-3-methyl-1H-pyrazol-4-yl]anilino]-2-oxo-ethyl]carbamate